(R)-1-(4-(6-(3,5-dimethylisoxazol-4-yl)-4-(3-phenylmorpholino)quinazolin-2-yl)-1H-pyrazol-1-yl)-2-methylpropan-2-ol CC1=NOC(=C1C=1C=C2C(=NC(=NC2=CC1)C=1C=NN(C1)CC(C)(O)C)N1[C@@H](COCC1)C1=CC=CC=C1)C